N1N=CC=C1CN1N=CC2=C(C1=O)N(C1=C2C=CC(=N1)OC1=NC(=CC=C1)C)C 7-((1H-pyrazol-5-yl)methyl)-9-methyl-2-((6-methylpyridin-2-yl)oxy)-7,9-dihydro-8H-pyrido[3',2':4,5]pyrrolo[2,3-d]pyridazin-8-one